BrC=1C(=NC(=NC1N)NC1=C(C=C(C(=C1)C)N1CCC(CC1)N1CCN(CC1)C)OC)NC=1C=CC=C2CCN(C12)S(=O)(=O)C 5-bromo-N2-(2-methoxy-5-methyl-4-(4-(4-methylpiperazin-1-yl)piperidin-1-yl)phenyl)-N4-(1-(methylsulfonyl)indolin-7-yl)pyrimidine-2,4,6-triamine